NC=1C(=C(C(=O)O)C=C(C1)O)O 3-amino-2,5-dihydroxybenzoic acid